BrC=1SC=2C(=C3C=C(SC3=C(C2C1)C=1SC(=C(C1)Cl)CC(CCCC)CC)Br)C=1SC(=C(C1)Cl)CC(CCCC)CC 5,11-dibromo-2,8-bis[4-chloro-5-(2-ethylhexyl)thiophen-2-yl]-4,10-dithiatricyclo[7.3.0.03,7]dodeca-1,3(7),5,8,11-pentaene